O[C@H]([C@@H](C)NC(=O)[C@@H]([C@@H](OC)[C@H]1NCCC1)C)C1=CC=CC=C1 (2S)-2-[(1R,2R)-2-{[(1S,2R)-1-hydroxy-1-phenylpropan-2-yl]carbamoyl}-1-methoxy-2-methylethyl]pyrrolidin